NC=1C=C(C=C(C1)C(F)(F)F)[C@@H](C)C=1N(C(C=CC1C(=O)N)=O)C1=CC(=CC=C1)C=1N(N=CC1)C [(1R)-1-[3-amino-5-(trifluoromethyl)phenyl]ethyl]-1-[3-(2-methylpyrazol-3-yl)phenyl]-6-oxo-pyridine-3-carboxamide